4-[[1-[6-(3-cyclopropyl-1H-1,2,4-triazol-5-yl)-2-azaspiro[3.3]heptane-2-carbonyl]-4-piperidyl]oxymethyl]-2-methoxy-benzonitrile C1(CC1)C1=NNC(=N1)C1CC2(CN(C2)C(=O)N2CCC(CC2)OCC2=CC(=C(C#N)C=C2)OC)C1